CC(C(C)C)OC(CC)=O 1,2-Dimethylpropylpropanoat